OB1OCC2=C1C=CC(=C2)OC2=CC=C(C#N)C=C2 4-[(1-hydroxy-1,3-dihydro-2,1-benzoxaborol-5-yl)oxy]benzonitrile